C(C)(C)(C)OC(NCCN1C=CC=2C1=CN=C(C2)Br)=O (2-(5-bromo-1H-pyrrolo[2,3-c]pyridin-1-yl)ethyl)carbamic acid tert-butyl ester